ClC1=NC=C(C(=C1)Cl)[N+](=O)[O-] 2,4-dichloro-5-nitro-pyridine